S(=O)(=O)([O-])[O-].O[P+2].[Fe+2].S(=O)(=O)([O-])[O-] iron hydroxyl-phosphorus sulfate